5-Geranyloxy-7-methoxycoumarin C(\C=C(/C)\CCC=C(C)C)OC1=C2C=CC(OC2=CC(=C1)OC)=O